C1=CC=CC1 Cyclopenta-1,3-dien